ClC1=NC=C(C(=N1)NCC1=CC=C(C=C1)C=1N(C=C(N1)C(F)(F)F)C)I 2-Chloro-5-iodo-N-(4-(1-methyl-4-(trifluoromethyl)-1H-imidazol-2-yl)benzyl)pyrimidin-4-amine